7-Dibenzothiophen-1-yl-imidazo[1,2-f]phenanthridin C1(=CC=CC=2SC3=C(C21)C=CC=C3)C3=CC=2C=1C=CC=CC1C=1N(C2C=C3)C=CN1